C[C@H]1NCCCC1 (2R,4S)-2-methylpiperidine